tert-Amylperoxyneodecanat C(C)(C)(CC)OOC(CCCCCC(C)(C)C)=O